3-bromo-5-methylenepyrrolone BrC=1C(NC(C1)=C)=O